3-(4-chloro-2,6-dimethylphenyl)-8-methoxy-1-methyl-2-oxo-1,8-diazaspiro[4.5]dec-3-en-4-yl ethyl carbonate C(OC1=C(C(N(C12CCN(CC2)OC)C)=O)C2=C(C=C(C=C2C)Cl)C)(OCC)=O